NCC=1C=CC(=C(OCC=2C=C3C=NN(C3=CC2)C(=O)OC(C)(C)C)C1)C(F)(F)F tert-Butyl 5-((5-(aminomethyl)-2-(trifluoromethyl)phenoxy)methyl)-1H-indazole-1-carboxylate